C(#N)CC(N1N=CC(=C1)C=1C2=C(N=CN1)NC=C2)C=2C=C(C(=O)O)C=CC2 3-{2-cyano-1-[4-(7H-pyrrolo-[2,3-d]pyrimidin-4-yl)-1H-pyrazol-1-yl]ethyl}benzoic acid